OC1=C2[C@H]3[C@H](C(OC2=CC(=C1)CCCCC#N)=C)CCC(=C3)C 5-[(6Ar,10aR)-1-hydroxy-9-methyl-6-methylidene-6a,7,8,10a-tetrahydrobenzo[c]chromen-3-yl]pentanenitrile